tert-butyl [(2R)-1-(4-Methyl piperazin-1-yl)-1-oxopropan-2-yl]carbamate CN1CCN(CC1)C([C@@H](C)NC(OC(C)(C)C)=O)=O